2-({6-[(1,3-benzothiazol-2-yl)amino]-4,5-dimethylpyridazin-3-yl}amino)-5-(3-phenoxypropyl)-1,3-thiazole-4-carboxylic acid S1C(=NC2=C1C=CC=C2)NC2=C(C(=C(N=N2)NC=2SC(=C(N2)C(=O)O)CCCOC2=CC=CC=C2)C)C